(2S)-2-acetyl-4,4-difluoropyrrolidine-1-carboxylic acid tert-butyl ester C(C)(C)(C)OC(=O)N1[C@@H](CC(C1)(F)F)C(C)=O